OC=1C=C2CCCC(C2=CC1)(C(=O)OC)C methyl 6-hydroxy-1-methyl-1,2,3,4-tetrahydronaphthalene-1-carboxylate